Cerotic acid C(CCCCCCCCCCCCCCCCCCCCCCCCC)(=O)O